1-(2-((2-((3-chloro-2-fluorobenzyl)amino)-2-oxoethyl)(isopropyl)amino)-2-oxoethyl)-5-(pyrimidin-2-yloxy)-1H-indazole-3-carboxamide ClC=1C(=C(CNC(CN(C(CN2N=C(C3=CC(=CC=C23)OC2=NC=CC=N2)C(=O)N)=O)C(C)C)=O)C=CC1)F